4-(7-((R)-3-aminopiperidine-1-yl)-3-(4-(3-(dimethylamino)pyrrolidine-1-yl)-2-fluorophenyl)-3H-imidazo[4,5-b]pyridine-2-yl)-2-fluorobenzonitrile N[C@H]1CN(CCC1)C1=C2C(=NC=C1)N(C(=N2)C2=CC(=C(C#N)C=C2)F)C2=C(C=C(C=C2)N2CC(CC2)N(C)C)F